FC(C=1C=CC=2N(N1)C(=CN2)C2=CC(=NC=N2)N2C[C@H](CCC2)CO)F (S)-(1-(6-(6-(Difluoromethyl)imidazo[1,2-b]pyridazin-3-yl)pyrimidin-4-yl)piperidin-3-yl)methanol